5-chloro-2-(4,4-difluoroazepane-1-yl)-6-methylnicotinic acid ClC=1C(=NC(=C(C(=O)O)C1)N1CCC(CCC1)(F)F)C